O=C1C(=C(C1=O)NC1=C(C(=NC=C1)C(=O)N(CCC)C)O)NC1C(CCC=2C=C(OC21)C)(C)C 4-((3,4-dioxo-2-((2,6,6-trimethyl-4,5,6,7-tetrahydrobenzofuran-7-yl)amino)cyclobut-1-en-1-yl)amino)-3-hydroxy-N-methyl-N-propylpicolinamide